5-bromopentyltri-n-propoxysilane BrCCCCC[Si](OCCC)(OCCC)OCCC